N1[C@@H](CCC1)C(=O)N[C@H](C(=O)OCC)CCCCCCCC1=NC=2NCCCC2C=C1 Ethyl (S)-2-((S)-pyrrolidine-2-carboxamido)-9-(5,6,7,8-tetrahydro-1,8-naphthyridin-2-yl)nonanoate